6-amino-1H-indole-4-carbonitrile NC=1C=C(C=2C=CNC2C1)C#N